ClC=1C=CC(=C(C1)C1=CC(N(C=C1OC)[C@@H](C(=O)NC1=CC=C(C=C1)P(=O)(C)C)CC1=CC=CC=C1)=O)N1N=NC(=C1)Cl (R)-2-(4-(5-chloro-2-(4-chloro-1H-1,2,3-triazol-1-yl)phenyl)-5-methoxy-2-oxopyridin-1(2H)-yl)-N-(4-(dimethylphosphoryl)phenyl)-3-phenylpropionamide